n-hexylamine hydriodide I.C(CCCCC)N